(1S,2S)-2-(3-chlorophenyl)-N-(6-(((6-cyclopropyl-8-(4-(dimethylamino)-2-oxopyrrolidin-1-yl)imidazo[1,2-a]pyridin-2-yl)methyl)amino)pyrimidin-4-yl)cyclopropane-1-carboxamide ClC=1C=C(C=CC1)[C@@H]1[C@H](C1)C(=O)NC1=NC=NC(=C1)NCC=1N=C2N(C=C(C=C2N2C(CC(C2)N(C)C)=O)C2CC2)C1